Benzyl (E)-5-(3-ethoxy-3-oxoprop-1-en-1-yl)-4-methoxypicolinate C(C)OC(/C=C/C=1C(=CC(=NC1)C(=O)OCC1=CC=CC=C1)OC)=O